[N+](=O)([O-])C1=CC=C(OC(=O)OC2CC(C2)C(=O)OC)C=C1 methyl (1s,3s)-3-[(4-nitrophenoxycarbonyl)oxy]cyclobutane-1-carboxylate